(Z)-hex-3-enoic acid C(C\C=C/CC)(=O)O